2-[(1R,5S)-3-azabicyclo[3.1.0]hexane-3-yl]-8-(2-chlorophenyl)-9-(4-chlorophenyl)-6-[4-(trifluoromethyl)-1-piperidinyl]purine [C@@H]12CN(C[C@H]2C1)C1=NC(=C2N=C(N(C2=N1)C1=CC=C(C=C1)Cl)C1=C(C=CC=C1)Cl)N1CCC(CC1)C(F)(F)F